2-(2-{5-[(1R,4R,7R)-7-amino-2-azabicyclo[2.2.1]heptane-2-carbonyl]-7-methoxy-1-methyl-1H-1,3-benzodiazol-2-yl}-1-(cyclopropylmethyl)-1H-indol-7-yl)ethan-1-ol N[C@H]1[C@@H]2N(C[C@H]1CC2)C(=O)C2=CC1=C(N(C(=N1)C=1N(C3=C(C=CC=C3C1)CCO)CC1CC1)C)C(=C2)OC